1-(4-(5-methoxy-2H-benzo[d][1,2,3]triazol-2-yl)-3-hydroxyphenoxy)-3-ethoxypropan-2-yl methacrylate C(C(=C)C)(=O)OC(COC1=CC(=C(C=C1)N1N=C2C(=N1)C=CC(=C2)OC)O)COCC